1-PROPYL-AZETIDINE-2-CARBOXYLIC ACID C(CC)N1C(CC1)C(=O)O